bisphenol A diphosphonate P(=O)(O)OP(=O)O.OC1=CC=C(C=C1)C(C)(C)C1=CC=C(C=C1)O